C12(CC(C1)C2)C[C@@H](C(=O)O)NC(=O)OC(C)(C)C (2S)-3-(1-bicyclo[1.1.1]pentanyl)-2-(tert-butoxycarbonylamino)propanoic acid